C(C)(=O)O[C@@H]1[C@H](O[C@@]([C@@H]1O)(C#N)C1=CC=C2C(=NC=NN21)NC(C2=CC=CC=C2)=O)CO (2R,3S,4R,5R)-5-(4-benzamidopyrrolo[2,1-f][1,2,4]triazin-7-yl)-5-cyano-4-hydroxy-2-(hydroxymethyl)tetrahydrofuran-3-yl acetate